CC=1N=C(SC1C1=NC(=NC=C1)SC)NC(=O)NC1=CC(=C(C=C1)CN1CCN(CC1)S(=O)(=O)C)C(F)(F)F 1-(4-Methyl-5-(2-(methylthio)pyrimidin-4-yl)thiazol-2-yl)-3-(4-((4-(methyl-sulfonyl)piperazin-1-yl)methyl)-3-(trifluoromethyl)phenyl)urea